C(C)(C)(C)OC(=O)N1CC2(C1)CC(C2)=CC(=O)OCC tert-butyl-6-(2-ethoxy-2-oxo-ethylidene)-2-azaspiro[3.3]heptane-2-carboxylate